C(C)(C)(C)OC(C(CC)CC1(NC(NC1=O)=O)C1CC1)=O 2-((4-Cyclopropyl-2,5-dioxoimidazolidin-4-yl)methyl)butanoic acid tert-butyl ester